[Cl-].[Cl-].C(C)(C)(C)C1=CC=C(C=C1)C(=[Zr+2](C1=CC(=CC=2C3=CC(=CC=C3CC12)C(C)(C)C)C(C)(C)C)C1C=CC=C1)C1=CC=C(C=C1)C(C)(C)C di(p-t-butylphenyl)methylene(cyclopentadienyl)(3,6-di-t-butylfluorenyl)zirconium dichloride